C[SiH2]CCC1=C(C=CC=C1)[SiH](C)C methylsilylethyldimethylsilylbenzene